O1C(=CC2=C1C=CC=C2)C(=O)C2=CC=C(C=C2)Br benzofuran-2-yl-(4-bromophenyl)methanone